FC=1C=CC(=NC1)NC(C1=NC(=CC(=C1)N1N=CC(=C1)C)C)=O N-(5-fluoropyridin-2-yl)-6-methyl-4-(4-methyl-1H-pyrazol-1-yl)picolinamide